N1(N=NC=C1)C1=CC=C(C=C1)[C@@H]1CN(CC[C@@H]1O)C(=O)OC(C)(C)C |r| racemic-tert-butyl (3R*,4S*)-3-(4-(1H-1,2,3-triazol-1-yl)phenyl)-4-hydroxypiperidine-1-carboxylate